Propylmethyldi-methoxysilan C(CC)[Si](OC)(OC)C